C12C(C(C(C3C4C(C(C(C13)C4)C(=O)O)C(=O)O)C2)C(=O)O)C(=O)O decahydro-1,4:5,8-dimethanonaphthalene-2,3,6,7-tetracarboxylic acid